4-((((2-(2,6-dioxopiperidin-3-yl)-1,3-dioxoisoindolin-5-yl)methyl)amino)methyl)-N-(4-methyl-3-((4-(pyridin-3-yl)pyrimidin-2-yl)amino)phenyl)benzamide O=C1NC(CCC1N1C(C2=CC=C(C=C2C1=O)CNCC1=CC=C(C(=O)NC2=CC(=C(C=C2)C)NC2=NC=CC(=N2)C=2C=NC=CC2)C=C1)=O)=O